(R)-3-phenyl-1-(p-tolyl)propan-1-ol C1(=CC=CC=C1)CC[C@@H](O)C1=CC=C(C=C1)C